α-lactose O[C@@H]1[C@H](O)[C@@H](O)[C@H](O[C@H]2[C@H](O)[C@@H](O)[C@@H](O)[C@H](O2)CO)[C@H](O1)CO